C(C=C)(=O)OCCC[Si](O[Si](C)(C)C)(O[Si](C)(C)C)O[Si](C)(C)C 3-(acryloyloxy)propyltris(trimethylsiloxy)silane